N-[3-(5-chloro-1,3-benzoxazol-2-yl)-3-azaspiro[5.5]undecan-9-yl]-1,1-dioxo-thiolane-3-carboxamide ClC=1C=CC2=C(N=C(O2)N2CCC3(CC2)CCC(CC3)NC(=O)C3CS(CC3)(=O)=O)C1